N-(9-ethyl-5-fluoro-9-hydroxy-4-methyl-10,13-dioxo-2,3,9,10,13,15-hexahydro-1H,12H-benzo[de]pyrano[3',4':6,7]indolizino[1,2-b]quinolin-1-yl)-2,4-dihydroxybutanamide C(C)C1(C(OCC=2C(N3CC=4C(=NC=5C=C(C(=C6C5C4C(CC6)NC(C(CCO)O)=O)C)F)C3=CC21)=O)=O)O